C(C)(C)(C)OC(=O)NCCNC=1C=2N(C=C(C1)C(=O)OC)C=C(N2)C methyl 8-((2-((tert-butoxycarbonyl)amino)ethyl)amino)-2-methylimidazo[1,2-a]pyridine-6-carboxylate